2-[(2-Aminoethyl)amino]-N-[1-methyl-3-(methylcarbamoyl)-1H-pyrazol-4-yl]pyrrolo[2,1-f][1,2,4]triazin-7-carboxamid NCCNC1=NN2C(C=N1)=CC=C2C(=O)NC=2C(=NN(C2)C)C(NC)=O